FC1(CCC(CC1)[C@@H](C=1N=C2N(N=CC(=N2)C2N(CCOC2)C(=O)OC(C)(C)C)C1)NC(=O)C1=NON=C1C)F tert-Butyl 3-(6-{(S)-(4,4-difluorocyclohexyl)[(4-methyl-1,2,5-oxadiazole-3-carbonyl)-amino]methyl}imidazo[1,2-b][1,2,4]triazin-3-yl)morpholine-4-carboxylate